N[C@](COC1=C(C#N)C=C(C=C1)C1=CC(=NC=C1F)C)(CC(C)C)C (S)-2-((2-amino-2,4-dimethylpentyl)oxy)-5-(5-fluoro-2-methylpyridin-4-yl)benzonitrile